5-chloro-3-fluoropyridinecarbonitrile ClC=1C=C(C(=NC1)C#N)F